2,5-dimethylphenyl (R)-3-bromo-2-hydroxy-4-((1-hydroxy-2-methoxy-6-methyl-4-oxocyclohexa-2,5-diene-1-carbonyl)oxy)-5,6-dimethylbenzoate BrC=1C(=C(C(=O)OC2=C(C=CC(=C2)C)C)C(=C(C1OC(=O)[C@@]1(C(=CC(C=C1C)=O)OC)O)C)C)O